1-(1-Phenylpiperidin-4-yl)ethylamine hydrochloride Cl.C1(=CC=CC=C1)N1CCC(CC1)C(C)N